5-[4-(2-isopropylsulfanyl-pyridin-3-yl)-phenyl]-5-methyl-hexanoic acid C(C)(C)SC1=NC=CC=C1C1=CC=C(C=C1)C(CCCC(=O)O)(C)C